tert-butyl 3-(6-chloro-2H-pyrazolo[4,3-c]pyridin-2-yl)azetidine-1-carboxylate ClC1=CC=2C(C=N1)=CN(N2)C2CN(C2)C(=O)OC(C)(C)C